2,4-bis(4-aminophenyl)cyclobutane-1,3-dicarboxylic acid dimethyl ester COC(=O)C1C(C(C1C1=CC=C(C=C1)N)C(=O)OC)C1=CC=C(C=C1)N